ethyl 7-hydroxy-2-(pyridin-3-yl)pyrazolo[1,5-a]pyrimidine-6-carboxylate OC1=C(C=NC=2N1N=C(C2)C=2C=NC=CC2)C(=O)OCC